2-{[(3-bromophenyl)(phenyl)methyl](methyl)amino}-N-(2-iodophenyl)-5-methoxy-1-methyl-6-oxo-1,6-dihydropyrimidine-4-carboxamide BrC=1C=C(C=CC1)C(C1=CC=CC=C1)N(C=1N(C(C(=C(N1)C(=O)NC1=C(C=CC=C1)I)OC)=O)C)C